ClC1=CC(=C(C=C1)[C@@]1(OC2=C(O1)C=CC=C2C2CCN(CC2)CC2=NC1=C(N2C[C@H]2OCC2)C=CC=C1F)C)F 2-((4-((S)-2-(4-chloro-2-fluorophenyl)-2-methylbenzo[d][1,3]dioxol-4-yl)piperidin-1-yl)methyl)-4-fluoro-1-(((S)-oxetan-2-yl)methyl)-1H-benzo[d]imidazole